decan-7-ol CCCCCCC(CCC)O